2-methoxysuccinonitrile COC(C#N)CC#N